BrC=1C=CC(=C(C#N)C1)F 5-bromo-2-fluorobenzonitrile